CN(C)C1CCCCC1.C=CC1=CC=C(C=C1)S(=O)(=O)O p-styrenesulfonic acid N,N-dimethylcyclohexylamine salt